NC1=CC=C(C=N1)C(NC(=O)C1N(CC(C1)F)C(CC1=CN=NN1)=O)C1=CC(=C(C=C1)C(C)C)F N-[(6-aminopyridin-3-yl)[3-fluoro-4-(propan-2-yl)phenyl]methyl]-4-fluoro-1-[2-(1H-1,2,3-triazol-5-yl)acetyl]pyrrolidine-2-carboxamide